NC1(CC1)C1=CC(=C(CN2C(N(CCC2)C2=CC(=C(C=C2)OC)OCCCCC)=O)C=C1)OC 1-(4-(1-aminocyclopropyl)-2-methoxybenzyl)-3-(4-methoxy-3-(pentyloxy)phenyl)tetrahydropyrimidin-2(1H)-one